N-[(3S,4S)-4-hydroxypyrrolidin-3-yl]piperazine-1-carboxamide O[C@@H]1[C@H](CNC1)NC(=O)N1CCNCC1